tert-Butyl (R)-4-(4-(4-((1-(3-amino-5-(trifluoromethyl)phenyl)ethyl)amino)-7-methoxy-2-methylquinazolin-6-yl)cyclohexane-1-carbonyl)piperazine-1-carboxylate NC=1C=C(C=C(C1)C(F)(F)F)[C@@H](C)NC1=NC(=NC2=CC(=C(C=C12)C1CCC(CC1)C(=O)N1CCN(CC1)C(=O)OC(C)(C)C)OC)C